6-((4-((2-ethyl-4-phenylthiazol-5-yl)oxy)pyridin-2-yl)amino)nicotinamide tert-Butyl-4-(7,8-dichloro-2-(3-oxopropyl)quinolin-4-yl)-1H-pyrazole-1-carboxylate C(C)(C)(C)OC(=O)N1N=CC(=C1)C1=CC(=NC2=C(C(=CC=C12)Cl)Cl)CCC=O.C(C)C=1SC(=C(N1)C1=CC=CC=C1)OC1=CC(=NC=C1)NC1=NC=C(C(=O)N)C=C1